methyl 1-(2-methoxyethyl)cyclooctanecarboxylate COCCC1(CCCCCCC1)C(=O)OC